2-tert-butyl-4-(3-hydroxy-2-methylpropyl)-6-methylphenol C(C)(C)(C)C1=C(C(=CC(=C1)CC(CO)C)C)O